eicosa-5,14-diyn-1-ol C(CCCC#CCCCCCCCC#CCCCCC)O